1-octadecyl-2-(9Z-tetradecenoyl)-glycero-3-phosphocholine CCCCCCCCCCCCCCCCCCOC[C@H](COP(=O)([O-])OCC[N+](C)(C)C)OC(=O)CCCCCCC/C=C\CCCC